(±)-2-(4-(4-(((Cyclopentyl(methyl)carbamoyl)oxy)methyl)-3-methylisoxazol-5-yl)phenoxy)bicyclo[4.1.0]heptane-7-carboxylic acid C1(CCCC1)N(C(=O)OCC=1C(=NOC1C1=CC=C(OC2C3C(C3CCC2)C(=O)O)C=C1)C)C